potassium 2,2-dihydroxymethylpropionate OCC(C(=O)[O-])(C)CO.[K+]